C1(=CC=CC=C1)C(Cl)(Cl)Cl BENZOTRICHLORIDE